(2S)-4-[(1S)-3-benzyloxy-1-methyl-propoxy]butan-2-ol C(C1=CC=CC=C1)OCC[C@@H](OCC[C@H](C)O)C